6-(4-morpholinopiperidine-1-carbonyl)quinoline-2-carbaldehyde O1CCN(CC1)C1CCN(CC1)C(=O)C=1C=C2C=CC(=NC2=CC1)C=O